3,3'-dibromo-4,4'-diaminobenzophenone BrC=1C=C(C(=O)C2=CC(=C(C=C2)N)Br)C=CC1N